ClC1=NC(=CC=C1NC(C)=S)Cl N-(2,6-dichloropyridin-3-yl)ethanethioamide